(E)- or (Z)-4-(isobutoxyimino)-1,3-dimethyl-9-oxo-4,9-dihydro-1H-naphtho[2,3-d]imidazolium C(C(C)C)ON=C1C2=CC=CC=C2C(C=2[NH+](CN(C21)C)C)=O